N1=CC=CC=2CN(CCC12)C1=C(C=C(C=N1)C(=O)NCC1=CC(=C(C=C1)F)OC)C 6-(7,8-dihydro-5H-1,6-naphthyridin-6-yl)-N-[(4-fluoro-3-methoxy-phenyl)methyl]-5-methyl-pyridine-3-carboxamide